C(C)(C)(C)OC(=O)N[C@H](C(=O)N1[C@@H]([C@H]2C([C@H]2C1)(C)C)C(=O)O)CC(F)F (1R,2S,5S)-3-[(2S)-2-(tert-butoxycarbonylamino)-4,4-difluoro-butanoyl]-6,6-dimethyl-3-azabicyclo[3.1.0]hexane-2-carboxylic acid